2-[4-[6-[5-(3-chlorophenyl)-1H-imidazol-4-yl]-3-quinolyl]pyrazol-1-yl]-N-methyl-ethanamine ClC=1C=C(C=CC1)C1=C(N=CN1)C=1C=C2C=C(C=NC2=CC1)C=1C=NN(C1)CCNC